COC(=O)C=1C(CC2(OC1)CCC1=CC=C(C=C12)Br)=O.BrC1=CC=C2CCC3(OCC(C(C3)=O)C(=O)OC)C2=C1 Methyl 6-bromo-4'-oxo-2,3,3',4',5',6'-hexahydrospiro[indene-1,2'-pyran]-5'-carboxylate Methyl-6-bromo-4'-oxo-2,3,3',4'-tetrahydrospiro[indene-1,2'-pyran]-5'-carboxylate